(5-amino-2-((6-methylpyridin-2-yl)amino)-8-(pyrimidin-4-yl)-[1,2,4]triazolo[1,5-c]pyrimidin-7-yl)benzonitrile NC1=NC(=C(C=2N1N=C(N2)NC2=NC(=CC=C2)C)C2=NC=NC=C2)C2=C(C#N)C=CC=C2